2-(2-pyrrolecarboxamido)-N-(4-methoxyphenyl)-1,3-selenazole-5-carboxamide N1C(=CC=C1)C(=O)NC=1[Se]C(=CN1)C(=O)NC1=CC=C(C=C1)OC